CC=1C(=C2C=CNC2=C(C1)C)CN1[C@@]2(C[C@H](C[C@H]1CC2)OCC)C2=CC=C(C(=O)O)C=C2 4-((1S,3S,5R)-8-((5,7-dimethyl-1H-indol-4-yl)methyl)-3-ethoxy-8-azabicyclo[3.2.1]Octan-1-yl)benzoic acid